C12(CC3CC(CC(C1)C3)C2)NCCC2=CC=C(CNC3=CC=CC=1N(C(N(C13)C)=O)C1C(NC(CC1)=O)=O)C=C2 3-(4-((4-(2-((adamantan-1-yl)amino)ethyl)benzyl)amino)-3-methyl-2-oxo-2,3-dihydro-1H-benzo[d]imidazol-1-yl)piperidine-2,6-dione